tert-butyl 4-(2-cyano-3-fluoro-5-(2-methylprop-1-en-1-yl)phenyl)-2,6-dimethylpiperazine-1-carboxylate C(#N)C1=C(C=C(C=C1F)C=C(C)C)N1CC(N(C(C1)C)C(=O)OC(C)(C)C)C